benzo[4,5]imidazo[1,2-a]benzo[4,5]imidazo[1,2-c]benzo[4,5]imidazo[1,2-e][1,3,5]triazine C1=CC=CC2=C1N=C1N2C=2N(C=3N1C1=C(N3)C=CC=C1)C1=C(N2)C=CC=C1